ethyl 1-{3-[(6-{[6-(5-chloro-2-fluorophenyl)-3-(hydroxymethyl)pyridazin-4-yl]amino}pyrimidin-4-yl)carbamoyl]cyclobutyl}piperidine-4-carboxylate ClC=1C=CC(=C(C1)C1=CC(=C(N=N1)CO)NC1=CC(=NC=N1)NC(=O)C1CC(C1)N1CCC(CC1)C(=O)OCC)F